N-(2-cyclopropyl-3-(4-fluorophenyl)-2-methylpropyl)-5-methyl-6-oxo-1,6-dihydropyrimidine-2-carboxamide C1(CC1)C(CNC(=O)C=1NC(C(=CN1)C)=O)(CC1=CC=C(C=C1)F)C